NC(C[C@@H](C#C)NC(=O)[C@H]1N(CCC1)C(=O)C1(CC1)C1=CC=C(C=C1)OC(F)(F)F)=O (2S)-N-[(1S)-1-(2-amino-2-oxo-ethyl)prop-2-ynyl]-1-[1-[4-(trifluoromethoxy)-phenyl]-cyclopropane-carbonyl]pyrrolidine-2-carboxamide